C(C)(C)(C)OC(NCCCCCOC1=C(C=CC=C1)C=1N=C(SC1)N)=O.C(C)(C)C1=C(C(=CC=C1)C(C)C)N1CN(C=C1)C1=C(C=CC=C1C(C)C)C(C)C N,N'-bis(2,6-diisopropylphenyl)imidazole tert-butyl-N-[5-[2-(2-aminothiazol-4-yl)phenoxy]pentyl]carbamate